[7-(4-methyl-1,3-thiazol-2-yl)-3-[5-[2-(trifluoromethyl)pyridin-3-yl]thio-1H-imidazo[4,5-b]pyrazin-2-yl]-3-azabicyclo[4.1.0]heptan-7-yl]methanamine CC=1N=C(SC1)C1(C2CCN(CC12)C1=NC=2C(=NC=C(N2)SC=2C(=NC=CC2)C(F)(F)F)N1)CN